CC1=NC2=C(N1C[C@H]1OCC1)C=C(C=C2)C(=O)O methyl-1-(((S)-oxetan-2-yl)methyl)-1H-benzo[d]Imidazole-6-carboxylic acid